C(C)(=O)OCCC(CC(=CCCCC)C)C 3,5-dimethyldec-5-en-1-yl acetate